3-(Dimethylamino)-N-[4-[(2R,5S)-1-[2-(imidazo[1,2-a]pyridin-7-ylamino)-2-oxo-acetyl]-5-methyl-2-piperidyl]phenyl]propanamide CN(CCC(=O)NC1=CC=C(C=C1)[C@@H]1N(C[C@H](CC1)C)C(C(=O)NC1=CC=2N(C=C1)C=CN2)=O)C